cyclopropyl-N-methyl-5,6-dihydro-4H-cyclopenta[b]thiophen-5-amine hydrochloride Cl.C1(CC1)C1=CC2=C(S1)CC(C2)NC